(2-((3,3-difluorocyclobutyl)amino)-6-(3,5-dimethyl-1H-pyrazol-1-yl)pyridin-4-yl)methanol FC1(CC(C1)NC1=NC(=CC(=C1)CO)N1N=C(C=C1C)C)F